ClC=1C=C2C(=NC(=NC2=C(C1C1=C2C=NNC2=CC=C1C)OC)C1CCN(CC1)C)N1CCC2(CN(C2)C(C=C)=O)CC1 1-(7-(6-chloro-8-methoxy-7-(5-methyl-1H-indazol-4-yl)-2-(1-methylpiperidin-4-yl)-quinazolin-4-yl)-2,7-diazaspiro[3.5]non-2-yl)prop-2-en-1-one